methyl 4-(3,4-difluorophenyl)sulfanylbenzoate FC=1C=C(C=CC1F)SC1=CC=C(C(=O)OC)C=C1